C(=O)(O)C1=C(C(=CC=C1C(=O)O)OC1=CC=C(C=C1)\C=C\C(C1=CC=CC=C1)=O)C1=C(C(C(=O)O)=CC=C1OC1=CC=C(C=C1)\C=C\C(C1=CC=CC=C1)=O)C(=O)O 3-[2,3-Dicarboxy-6-[4-[(E)-3-oxo-3-phenylprop-1-enyl]phenoxy]phenyl]-4-[4-[(E)-3-oxo-3-phenylprop-1-enyl]phenoxy]phthalic acid